3-((3-fluoro-4-(4-(2-((1r,4r)-4-hydroxycyclohexyl)ethyl)piperazin-1-yl)phenyl)amino)piperidine-2,6-dione hydrochloride Cl.FC=1C=C(C=CC1N1CCN(CC1)CCC1CCC(CC1)O)NC1C(NC(CC1)=O)=O